ClC1=CC(=C(C=C1)C1(OC2=C(O1)C=CC=C2C2CCN(CC2)CC=2N(C(=NN2)/C=C/C(=O)OC)CC2=CN=CN2CC)C)F methyl (E)-3-(5-((4-(2-(4-chloro-2-fluorophenyl)-2-methyl benzo[d][1,3]dioxol-4-yl)piperidin-1-yl)methyl)-4-((1-ethyl-1H-imidazol-5-yl)methyl)-4H-1,2,4-triazol-3-yl)acrylate